copper-aluminum oxide [O-2].[Al+3].[Cu+2]